(2S,3S)-ethyl 3-((2-(2-chloro-5H-pyrrolo[2,3-b]pyrazin-7-yl)-6-(thiophen-3-yl)pyrimidin-4-yl)amino)bicyclo[2.2.2]octane-2-carboxylate ClC=1N=C2C(=NC1)NC=C2C2=NC(=CC(=N2)N[C@@H]2[C@H](C1CCC2CC1)C(=O)OCC)C1=CSC=C1